3-Hydroxy-1H-indol-2(3H)-one OC1C(NC2=CC=CC=C12)=O